2-amino-2-methyl-1-phenylpropan NC(CC1=CC=CC=C1)(C)C